CO[Si](C(C)[Si](O[Si](O[Si](O[Si](O[Si](C)(C)CC[SiH2]C(NCCC[Si](OCC)(OCC)OCC)NCCC[Si](OCC)(OCC)OCC)(C)C)(C)C)(C)C)(C)C)(OC)OC 1-trimethoxysilylethyl-9-bis(triethoxysilylpropylamino)methylsilylethyl-1,1,3,3,5,5,7,7,9,9-Decamethylpentasiloxane